C(CC(C)C)C=1C=C(C(=O)O)C=C(C1)CCC(C)C 3,5-diisoamylbenzoic acid